(S)-2-((tert-Butoxycarbonyl)amino)-3-(2-nitrophenoxy)propionic acid C(C)(C)(C)OC(=O)N[C@H](C(=O)O)COC1=C(C=CC=C1)[N+](=O)[O-]